CN(C(C(=O)O)C1=C(C(=CC=C1)OC1CCOCC1)N1C(CCC1)=O)[C@@H]1C[C@H](CC1)OCCCCC1=NC=2NCCCC2C=C1 2-(methyl((1S,3S)-3-(4-(5,6,7,8-tetrahydro-1,8-naphthyridin-2-yl)butoxy)cyclopentyl)amino)-2-(2-(2-oxopyrrolidin-1-yl)-3-((tetrahydro-2H-pyran-4-yl)oxy)phenyl)acetic acid